C(=O)NC=1C(N(C(=CC1C)O)CC)=O 3-formamido-4-methyl-6-hydroxyl-N-ethyl-pyridone